ClC=1C=C(C=CC1Cl)N1C(=NC(=C1C(C)=O)C1=CC=CC=C1)C1=CC=CC=C1 1-(1-(3,4-dichlorophenyl)-2,4-diphenyl-1H-imidazol-5-yl)ethane-1-one